O=C(C=C(C)O[Ni]OC(=CC(C)=O)C)C 4-([(4-oxopent-2-en-2-yl)oxy]nickeliooxy)pent-3-en-2-one